C(C1=CC=CC=C1)N1CC(CC1)(O)CN(C)C 1-benzyl-3-((dimethylamino)methyl)pyrrolidin-3-ol